3-[2-({[(3-chloro(2-pyridyl))cyclobutyl]methyl}amino)pyrimidin-5-yl]-4-fluorobenzamide ClC=1C(=NC=CC1)C1(CCC1)CNC1=NC=C(C=N1)C=1C=C(C(=O)N)C=CC1F